5,6-dihydro-4H-pyrrolo[3,4-d]thiazol S1C=NC2=C1CNC2